C(C)(C)OC=1C=CC(=NC1)C1=NSC(=N1)NC1=NC=CC=C1C 3-(5-isopropoxypyridin-2-yl)-N-(3-methylpyridin-2-yl)-1,2,4-thiadiazol-5-amine